3-Bromo-2-(5-fluoropyridin-2-yl)-5,5a,6,6a-tetrahydro-4H-cyclopropa[e]pyrazolo[1,5-a]pyridine BrC=1C(=NN2C1CCC1C2C1)C1=NC=C(C=C1)F